(S)-2-amino-3-bromo-5-chloro-N-(cyclopropyl(4-methoxypyridin-2-yl)methyl)benzamide NC1=C(C(=O)N[C@H](C2=NC=CC(=C2)OC)C2CC2)C=C(C=C1Br)Cl